2-(3-Azabicyclo[3.1.0]hexan-3-yl)-N-(4-iodo-2-(6-azaspiro[2.5]octan-6-yl)benzoyl)-6-methylpyrimidine-4-carbohydrazide C12CN(CC2C1)C1=NC(=CC(=N1)C(=O)N(N)C(C1=C(C=C(C=C1)I)N1CCC2(CC2)CC1)=O)C